FC1=C(C(=O)O)C(=CC(=C1)CCN1N(CCC1=O)CCC(C=1C=C(C=CC1)C1=C(C=C(C=C1)S(N)(=O)=O)C)O)F 2,6-difluoro-4-(2-(2-(3-hydroxy-3-(2'-methyl-4'-sulfamoyl-[1,1'-biphenyl]-3-yl)propyl)-5-oxopyrazolidin-1-yl)ethyl)benzoic acid